C1(=CC=CC=C1)OC=1C=C(C=C(C1)OC1=CC=CC=C1)[Si](C1=CC=CC=C1)(C1=CC=CC=C1)C1=CC=CC=C1 (3,5-diphenyloxyphenyl)triphenylsilane